glyceryl monocaprylate (Glyceryl monoCaprylate) C(C(O)CO)CCCCCCCC(=O)O.C(CCCCCCC)(=O)OCC(O)CO